6-chloro-4-[4-[(R)-(5-chloro-2-pyridyl)-phenyl-methyl]-4-hydroxy-1-piperidyl]-1-methyl-2-oxo-quinoline-3-carboxamide ClC=1C=C2C(=C(C(N(C2=CC1)C)=O)C(=O)N)N1CCC(CC1)(O)[C@H](C1=CC=CC=C1)C1=NC=C(C=C1)Cl